NCCOCCOCCN(C1=NC=C(C=N1)C(=O)NC1C(C(C1(C)C)OC1=CC(=C(C=C1)C#N)Cl)(C)C)C 2-[2-[2-(2-aminoethoxy)ethoxy]ethyl-methyl-amino]-N-[3-(3-chloro-4-cyano-phenoxy)-2,2,4,4-tetramethylcyclobutyl]pyrimidine-5-carboxamide